Cyclopropylmethyl-(S,E)-2-((3-(7-(dimethylamino)-2-((methoxycarbonyl)amino)-7-oxohept-5-enamido)-2-oxopyridin-1(2H)-yl)methyl)-5,6-difluoro-1H-benzo[d]imidazol-1-carboxylat C1(CC1)COC(=O)N1C(=NC2=C1C=C(C(=C2)F)F)CN2C(C(=CC=C2)NC([C@H](CC\C=C\C(=O)N(C)C)NC(=O)OC)=O)=O